4,4'-dimethyl-2,2'-bipyryl CC1=CC(OC=C1)=C1OC=CC(=C1)C